BrC1=CC=2N(C3=CC=CC=C3C2C=C1)C1=CC=CC2=CC=CC=C12 2-bromo-9-(naphthalen-1-yl)-9H-carbazole